5-fluoro-2H-pyridazin-3-one FC1=CC(NN=C1)=O